2-methyl-4-(piperazine-1-carbonyl)benzoic acid CC1=C(C(=O)O)C=CC(=C1)C(=O)N1CCNCC1